CC1(C2CN(C(C12)C(=O)N)C([C@@H](N)CC1=CC(=CC=C1)C(C(F)(F)F)=O)=O)C 6,6-dimethyl-3-[M-(trifluoroacetyl)-phenylalanyl]-3-azabicyclo[3.1.0]hexane-2-carboxamide